ClC1=C(C(=O)N[C@H](C(=O)OCC2=CC=CC=C2)CNC(CNC(C2=CC(=CC=C2)NC=2NCC(CN2)F)=O)=O)C(=CC(=C1)C=1C=NC=CC1)Cl benzyl (2S)-2-[[2,6-dichloro-4-(3-pyridyl)benzoyl]amino]-3-[[2-[[3-[(5-fluoro-1,4,5,6-tetrahydropyrimidin-2-yl)amino]benzoyl]amino]acetyl]amino]propanoate